(S)-3-amino-4-(5-(bis(2-chloroethyl)amino)-2-methylphenyl)butanoic acid monohydrochloride salt Cl.N[C@H](CC(=O)O)CC1=C(C=CC(=C1)N(CCCl)CCCl)C